OC1C(CN(C1)C(CN1C(C2(CCN(CC2)C(=O)C=2C=C3C=NNC3=CC2)C2=C(C=CC=C12)C)=O)=O)(C)C 1-[2-(4-hydroxy-3,3-dimethylpyrrolidin-1-yl)-2-oxoethyl]-1'-(1H-indazole-5-carbonyl)-4-methylspiro[indole-3,4'-piperidin]-2-one